N-((S)-(7-((R)-Cyclopropyl((R*)-4,4,4-trifluoro-3-methylbutanamido)methyl)imidazo[1,2-b]pyridazin-2-yl)(4,4-difluorocyclohexyl)methyl)-3-methylisoxazole-4-carboxamide C1(CC1)[C@H](C1=CC=2N(N=C1)C=C(N2)[C@@H](NC(=O)C=2C(=NOC2)C)C2CCC(CC2)(F)F)NC(C[C@H](C(F)(F)F)C)=O |o1:34|